N1-(naphthalen-2-yl)-N4,N4-bis(4-(naphthalen-2-yl(phenyl)amino)phenyl)-N1-phenyl-benzene-1,4-diamine C1=C(C=CC2=CC=CC=C12)N(C1=CC=C(C=C1)N(C1=CC=C(C=C1)N(C1=CC=CC=C1)C1=CC2=CC=CC=C2C=C1)C1=CC=C(C=C1)N(C1=CC=CC=C1)C1=CC2=CC=CC=C2C=C1)C1=CC=CC=C1